4-{3-[(Benzyloxy)methyl]-4-methyl-5-oxo-4,5-dihydro-1H-1,2,4-triazol-1-yl}-2,5-difluorobenzoic acid tert-butyl ester C(C)(C)(C)OC(C1=C(C=C(C(=C1)F)N1N=C(N(C1=O)C)COCC1=CC=CC=C1)F)=O